N-(5-(3,5-difluorobenzyl)-1H-indazol-3-yl)-4-(4-(2-((3-(2,6-dioxopiperidin-3-yl)-1-methyl-1H-indazol-7-yl)amino)ethyl)piperazin-1-yl)-2-((tetrahydro-2H-pyran-4-yl)amino)benzamide FC=1C=C(CC=2C=C3C(=NNC3=CC2)NC(C2=C(C=C(C=C2)N2CCN(CC2)CCNC=2C=CC=C3C(=NN(C23)C)C2C(NC(CC2)=O)=O)NC2CCOCC2)=O)C=C(C1)F